C(C)(C)(C)C1=C(C=CC(=C1)C(C)(C)C)P(O)(O)OCC(COP(O)(O)C1=C(C=C(C=C1)C(C)(C)C)C(C)(C)C)(CO)CO pentaerythritol bis(2,4-di-t-butylphenylphosphite)